C(C)(C)(C)OC(NCCCCCCC(=O)NC=1SC(=CN1)C1=CC=C(C=C1)Br)=O Tert-butyl(7-((5-(4-bromophenyl) thiazol-2-yl) amino)-7-oxoheptyl)carbamate